C(C)(C)(C)OC(NCC(C)(C)NC1=C(C=CC=C1F)C(C1=CN=C(C(=C1)C)C(F)F)=O)=O (2-((2-(6-(difluoromethyl)-5-methylnicotinoyl)-6-fluorophenyl)amino)-2-methylpropyl)carbamic acid tert-butyl ester